NC1CCC(CC1)[C@H](C)NC=1C=C(C=C(C1C1CC1)F)C1=NNC(O1)=O 5-[3-({(1S)-1-[(1r,4S)-4-aminocyclohexyl]ethyl}amino)-4-cyclopropyl-5-fluorophenyl]-1,3,4-oxadiazol-2(3H)-one